NC1=NN(C2=NC(=CC=C21)C2CC2)C(=O)C=2C(=NC=CC2)Cl (3-amino-6-cyclopropyl-1H-pyrazolo[3,4-b]pyridin-1-yl)(2-chloropyridin-3-yl)methanone